C(C)(=O)N[C@H]1C[C@H](CCC1)C(=O)NC1=NC=NC(=C1)C=1C=NN2C1CCCC2 (1s,3r)-3-acetamido-N-(6-(4,5,6,7-tetrahydropyrazolo[1,5-a]pyridin-3-yl)pyrimidin-4-yl)cyclohexanecarboxamide